CC=1NC2=C(C=CC=C2C1C=O)C 2,7-DIMETHYL-1H-INDOLE-3-CARBALDEHYDE